Methyl 3-bromo-5-[[5-[5-cyano-2-(hydroxymethyl)phenyl]-2-methoxy-3-pyridyl]sulfamoyl]-4-methoxy-benzoate BrC=1C=C(C(=O)OC)C=C(C1OC)S(NC=1C(=NC=C(C1)C1=C(C=CC(=C1)C#N)CO)OC)(=O)=O